β-bisabolene C=C(CCC=C(C)C)[C@H]1CC=C(C)CC1